FC1=C(C=CC=C1)N1CCN(CC1)CC1=NC2=C(N1)C=CC=C2 2-((4-(2-fluorophenyl)piperazin-1-yl)methyl)-1H-benzimidazole